2-(6,7-Dihydro-5H-pyrrolo[1,2-c]imidazol-1-yl)-2-[4-fluoro-1-oxo-6-[4-(piperazin-1-ylmethyl)phenyl]isoindolin-2-yl]-N-thiazol-2-yl-acetamide dihydrochloride Cl.Cl.C1(=C2N(C=N1)CCC2)C(C(=O)NC=2SC=CN2)N2C(C1=CC(=CC(=C1C2)F)C2=CC=C(C=C2)CN2CCNCC2)=O